N-(2-((4-tert-butyl-3-fluorophenyl)amino)-1-(1,1-dioxidotetrahydro-2H-thiopyran-4-yl)-2-oxoethyl)-3-hydroxy-1,2-oxazole-5-carboxamide C(C)(C)(C)C1=C(C=C(C=C1)NC(C(C1CCS(CC1)(=O)=O)NC(=O)C1=CC(=NO1)O)=O)F